C(#N)N1CC(CC1)C(=O)NC1=NC=C(C=C1)C1=C(C=CC=C1)C 1-cyano-N-(5-(o-tolyl)pyridin-2-yl)pyrrolidine-3-carboxamide